4-Iodo-1-neopentyl-1H-pyrazole IC=1C=NN(C1)CC(C)(C)C